C(C1=CC=CC=C1)OC(N(C)C1CCC(CC1)OCCO)=O ((1r,4r)-4-(2-hydroxyethoxy)cyclohexyl)(methyl)carbamic acid benzyl ester